[Ce].[Zn].[Co] cobalt-zinc-cerium